1-chloro-6,7-dihydro-5H-cyclopenta[c]pyridine-4-carbaldehyde ClC1=NC=C(C2=C1CCC2)C=O